tert-butyl (S)-((1-(5-(3-cyano-6-ethoxypyrazolo[1,5-a]pyridin-4-yl)pyridin-2-yl)pyrrolidin-3-yl)methyl)carbamate C(#N)C=1C=NN2C1C(=CC(=C2)OCC)C=2C=CC(=NC2)N2C[C@@H](CC2)CNC(OC(C)(C)C)=O